fluoranthen-3-yl-boronic acid C1=CC(=C2C=CC=C3C4=CC=CC=C4C1=C23)B(O)O